(R)-N-(6-(6-cyclopropyl-7-(2,2-difluoroethoxy)imidazo[1,2-a]pyridin-3-yl)pyridin-2-yl)-5-azaspiro[2.4]heptan-7-amine C1(CC1)C=1C(=CC=2N(C1)C(=CN2)C2=CC=CC(=N2)N[C@H]2CNCC21CC1)OCC(F)F